C(#N)C=1C2=C(N(N=C2C=C(C1)C=1C=NN(C1)CC)C)C1=CC(=C(C(=O)N[C@H]2C(C2)(F)F)C(=C1)OC)OC(F)F 4-[4-cyano-6-(1-ethylpyrazol-4-yl)-2-methylindazol-3-yl]-N-[(1R)-2,2-difluorocyclopropyl]-2-(difluoromethoxy)-6-methoxybenzamide